(S)-N-(4-cyano-1-phenylbutyl)-5-(4-(trifluoromethyl)phenyl)-3,4-dihydroisoquinoline-2(1H)-carboxamide C(#N)CCC[C@@H](C1=CC=CC=C1)NC(=O)N1CC2=CC=CC(=C2CC1)C1=CC=C(C=C1)C(F)(F)F